C(C1=CC=CC=C1)N1CCC(CC1)(CO)CC#N 2-[1-benzyl-4-(hydroxymethyl)-4-piperidyl]acetonitrile